1-(3-(2-aminoethyl)piperidin-1-yl)-2-((2-(3,4-dimethoxyphenyl)-3-isopropyl-1H-indol-5-yl)oxy)ethan-1-one NCCC1CN(CCC1)C(COC=1C=C2C(=C(NC2=CC1)C1=CC(=C(C=C1)OC)OC)C(C)C)=O